N-{3-chloro-2-[4-(4-chloro-2-fluorophenyl)piperidin-1-yl]Phenyl}-2,3-dihydro-1H-indene-5-sulphonamide ClC=1C(=C(C=CC1)NS(=O)(=O)C=1C=C2CCCC2=CC1)N1CCC(CC1)C1=C(C=C(C=C1)Cl)F